C1(CC1)CCN(C1=C2CN(C(C2=CC=C1)=O)C1C(NC(CC1)=O)=O)C1CCC(CC1)NCC(=O)N1CCC(CC1)(F)F 3-(4-((2-cyclopropylethyl)((1r,4r)-4-((2-(4,4-difluoropiperidin-1-yl)-2-oxoethyl)amino)cyclohexyl)amino)-1-oxoisoindolin-2-yl)piperidine-2,6-dione